((S)-1-(((S)-1-((4-(hydroxymethyl)phenyl)amino)-1-oxo-5-ureidopent-2-yl)amino)-3-methyl-1-oxobutan-2-yl)carbamic acid benzyl ester C(C1=CC=CC=C1)OC(N[C@H](C(=O)N[C@H](C(=O)NC1=CC=C(C=C1)CO)CCCNC(=O)N)C(C)C)=O